3-(2-chloro-6-iodo-4'-((1-methyl-1H-pyrazol-3-yl)methoxy)-[1,1'-biphenyl]-3-yl)piperidine-2,6-dione ClC1=C(C(=CC=C1C1C(NC(CC1)=O)=O)I)C1=CC=C(C=C1)OCC1=NN(C=C1)C